CN1CC(CC1)(C)C(=O)C1=CC=C(C=C1)OC(F)(F)F (1,3-Dimethyl-pyrrolidin-3-yl)-(4-trifluoromethoxy-phenyl)-methanone